C(CC)C=COC=CCCC (n-Propylvinyl)ether